1-[1-(ethoxymethyl)cyclopropyl]pyrrole-3-carboxylic acid C(C)OCC1(CC1)N1C=C(C=C1)C(=O)O